5-phenyl-2H-benzo[d]1,3-dioxole C1(=CC=CC=C1)C1=CC2=C(OCO2)C=C1